oxo-4-(prop-2-en-1-yloxy)butanoic acid O=C(C(=O)O)CCOCC=C